2-chloro-2'-aminodeoxyadenosine ClC=1N=C(C=2N=CN([C@H]3[C@@H]([C@H](O)[C@@H](CO)O3)N)C2N1)N